C(C)(C)(C)OC(N(C)C(C)C1=C(C=NC=C1)CC)=O N-[1-(3-ethyl-4-pyridyl)ethyl]-N-methyl-carbamic acid tert-butyl ester